N-(1-((4-((3-methyl-4-((1-methyl-1H-benzo[d]imidazol-5-yl)oxy)phenyl)amino)pyrimidin-5-yl)ethynyl)cyclopropyl)-3-(1-methylpyrrolidin-2-yl)propynamide CC=1C=C(C=CC1OC1=CC2=C(N(C=N2)C)C=C1)NC1=NC=NC=C1C#CC1(CC1)NC(C#CC1N(CCC1)C)=O